C(C)OCOC1=C(C=CC(=C1)C#C)C1=NN=C(C2=CC=CC=C12)NC1CC(C1)(O)C (cis)-3-((4-(2-(ethoxymethoxy)-4-ethynylphenyl)phthalazin-1-yl)amino)-1-methylcyclobutan-1-ol